N-[(3R)-2,6-dioxopiperidin-3-yl]-1,2,3,4-tetrahydroquinoline-4-carboxamide O=C1NC(CC[C@H]1NC(=O)C1CCNC2=CC=CC=C12)=O